ClC=1C(=NC(=NC1)NC1=CC=C(C=C1)N1CCN(CC1)CC)NC1=C(C=CC=C1)C(F)(F)F 5-chloro-N2-(4-(4-ethylpiperazin-1-yl)phenyl)-N4-(2-(trifluoromethyl)phenyl)pyrimidine-2,4-diamin